1-(2-methylimidazo[1,2-a]pyridin-5-yl)-5-(trifluoromethyl)-N-(2-(trifluoromethyl)pyridin-4-yl)-1H-pyrazole-4-carboxamide CC=1N=C2N(C(=CC=C2)N2N=CC(=C2C(F)(F)F)C(=O)NC2=CC(=NC=C2)C(F)(F)F)C1